ethyl 4-chloro-7-[4-fluoro-2-(2-methoxy ethoxy)phenyl]thieno[3,2-c]pyridine-6-carboxylate ClC1=NC(=C(C2=C1C=CS2)C2=C(C=C(C=C2)F)OCCOC)C(=O)OCC